FC1=C(CN2C(N3C(C(=C2)C(=O)NC2CC4(COC4)C2)=NC=C3)=O)C=CC(=C1)C=1C=NN(C1)C 6-(2-fluoro-4-(1-methyl-1H-pyrazol-4-yl)benzyl)-5-oxo-N-(2-oxaspiro[3.3]heptan-6-yl)-5,6-dihydroimidazo[1,2-c]pyrimidine-8-carboxamide